[1-(2,6-difluorobenzenesulfonyl)piperidine-4-oxy]benzothiazole-6-carboxylic acid FC1=C(C(=CC=C1)F)S(=O)(=O)N1CCC(CC1)OC=1SC2=C(N1)C=CC(=C2)C(=O)O